2'-Deoxy-2',2'-difluorouridine FC1([C@@H](O[C@@H]([C@H]1O)CO)N1C(=O)NC(=O)C=C1)F